C(CCC)C1=C2C=CC=[N+](C2=C(C(=C1)CCCC)O)[O-] 5,7-dibutyl-8-hydroxyquinoline 1-oxide